tert-butyl 7-chlorosulfonylindole-1-carboxylate ClS(=O)(=O)C=1C=CC=C2C=CN(C12)C(=O)OC(C)(C)C